CN(C(OC(C)(C)C)=O)CC1=C(C=CC=C1)CN(C(=O)C1COC1)CC(NC=1C=C2CC3(C(NC4=NC=CC=C43)=O)CC2=CC1)=O tert-Butyl methyl(2-((N-(2-oxo-2-((2'-oxo-1,1',2',3-tetrahydrospiro[indene-2,3'-pyrrolo[2,3-b]pyridin]-5-yl)amino)ethyl)oxetane-3-carboxamido)methyl)benzyl)carbamate